4-amino-5-bromo-1-((2S,4S,5R)-4-hydroxy-5-(hydroxymethyl)-5-vinyltetrahydrofuran-2-yl)pyrimidin-2(1H)-one NC1=NC(N(C=C1Br)[C@H]1O[C@]([C@H](C1)O)(C=C)CO)=O